5-t-butoxycarbonyl-2-[[2-[4-[6-[(4-cyano-2-fluoro-phenyl)methoxy]-2-pyridinyl]-2-fluoro-phenyl]acetyl]amino]aniline C(C)(C)(C)OC(=O)C=1C=CC(=C(N)C1)NC(CC1=C(C=C(C=C1)C1=NC(=CC=C1)OCC1=C(C=C(C=C1)C#N)F)F)=O